OC1=C(C=CC=C1)C=1C=C2C(=NN1)NC[C@@H]1N2CCN(C1)C1C(CN(CC1)CCCC1CCN(CC1)C(=O)OC(C)(C)C)C Tert-butyl 4-(3-(4-((S)-2-(2-hydroxyphenyl)-5,6,6a,7,9,10-hexahydro-8H-pyrazino[1',2':4,5]pyrazino[2,3-c]pyridazin-8-yl)-3-methylpiperidin-1-yl)propyl)piperidine-1-carboxylate